FC1=CC(=NC=C1)C#N 4-fluoropyridinecarbonitrile